COC1=C(C(=O)P(C(C2=C(C=CC(=C2)C)C)=O)(C(C2=C(C=CC=C2OC)OC)=O)=O)C(=CC=C1)OC bis-(2,6-dimethoxybenzoyl)-2,5-dimethylbenzoyl-phosphine oxide